(2R,3S,4R,5R)-4-[[3-[6-(difluoromethyl)-2-methoxy-3-pyridinyl]-4,5-dimethyl-5-(trifluoromethyl)tetrahydrofuran-2-carbonyl]amino]pyridine-2-carboxamide FC(C1=CC=C(C(=N1)OC)[C@H]1[C@@H](O[C@]([C@@H]1C)(C(F)(F)F)C)C(=O)NC1=CC(=NC=C1)C(=O)N)F